C1(CC1)N1C(=NC2=C1C=C(C(=C2)F)F)N2C=NC1=C2C=C(C=C1)OC(F)F 1'-cyclopropyl-6-(difluoromethoxy)-5',6'-difluoro-1'H-1,2'-bibenzo[d]imidazole